4,4'-di(4H-1,2,4-triazole-4-yl)-1,1'-biphenyl N=1N=CN(C1)C1=CC=C(C=C1)C1=CC=C(C=C1)N1C=NN=C1